(1S,3S,4S)-2-(2-chloro-9-hydroxy-9H-fluorene-9-carbonyl)-N-((S)-1-cyano-2-((R)-2-oxopiperidin-3-yl)ethyl)-5,5-difluoro-2-azabicyclo[2.2.2]octane-3-carboxamide ClC1=CC=2C(C3=CC=CC=C3C2C=C1)(C(=O)N1[C@@H]2CC([C@H]([C@H]1C(=O)N[C@@H](C[C@@H]1C(NCCC1)=O)C#N)CC2)(F)F)O